C(=O)O.FC1(OC=2C(=CC3=C(N=C(S3)NC([C@H](C)N3C[C@H](C(CC3)(F)F)C=3C(=[N+](C=CC3)[O-])CNC)=O)C2)O1)F ((R)-1-((S)-1-((2,2-difluoro-[1,3]dioxolo[4',5':4,5]benzo[1,2-d]thiazol-6-yl)amino)-1-oxopropan-2-yl)-4,4-difluoropiperidin-3-yl)-2-((methylamino)methyl)pyridine 1-oxide formate